1-(2,6-difluorophenyl)-4-((4-(1-ethyl-4-(trifluoromethyl)-1H-imidazol-2-yl)phenyl)amino)-1H-pyrazole-3-carboxamide FC1=C(C(=CC=C1)F)N1N=C(C(=C1)NC1=CC=C(C=C1)C=1N(C=C(N1)C(F)(F)F)CC)C(=O)N